(Z)-2-(1-((4-bromonaphthalen-1-yl)methylidene)-5-fluoro-2-methyl-1H-inden-3-yl)acetic acid BrC1=CC=C(C2=CC=CC=C12)\C=C/1\C(=C(C2=CC(=CC=C12)F)CC(=O)O)C